ClC=1C=C(C(=O)NNC2=NC=CN=C2C)C=CC1 3-chloro-N'-(3-methylpyrazin-2-yl)benzoyl-hydrazine